3-[(thiophen-2-yl)methyl]urea S1C(=CC=C1)CNC(N)=O